5,6,7,8-tetrafluoro-2,3-dihydrobenzodioxine FC1=C(C(=C(C=2OCCOC21)F)F)F